3,5-di-tert-butyl-4-hydroxybenzoic acid, cetyl ester C(C)(C)(C)C=1C=C(C(=O)OCCCCCCCCCCCCCCCC)C=C(C1O)C(C)(C)C